O[C@H]1[C@@H](O[C@@H]([C@H]1O)CO)N1C(N=C(C=C1)NC(C[C@@H](CC1=C(C=C(C(=C1)F)F)F)NC(=N)N)=O)=O (R)-N-(1-((2R,3R,4s,5R)-3,4-dihydroxy-5-(hydroxymethyl)tetrahydrofuran-2-yl)-2-oxo-1,2-dihydropyrimidin-4-yl)-3-guanidino-4-(2,4,5-trifluorophenyl)butanamide